C(#N)[C@@H]1C[C@@]2(CN1C([C@H](CC(C)(C)F)N(C(=O)C=1NC3=CC(=CC(=C3C1)F)F)C([2H])([2H])[2H])=O)C(NC1=CC(=CC=C12)C(F)(F)F)=O N-((S)-1-((3R,5'S)-5'-cyano-2-oxo-6-(trifluoromethyl)spiro[indoline-3,3'-pyrrolidine]-1'-yl)-4-fluoro-4-methyl-1-oxopent-2-yl)-4,6-difluoro-N-(methyl-d3)-1H-indole-2-carboxamide